ClC=1C(=CC(=NC1)NC1CCC(CC1)N[C@H](CO[C@H](C(=O)OC(C)(C)C)C)C)C1=NC(=CC=C1)NCC1(CCOCC1)C#N tert-butyl (S)-2-((S)-2-(((1r,4S)-4-((5'-chloro-6-(((4-cyanotetrahydro-2H-pyran-4-yl)methyl)amino)-[2,4'-bipyridin]-2'-yl)amino)cyclohexyl)amino)propoxy)propanoate